C(C=C)(=O)OCCN=C=O r-acryloyloxyethyl isocyanate